5-ethyl-6-fluoronaphthalene-2-ol tri-hydrochloride Cl.Cl.Cl.C(C)C1=C2C=CC(=CC2=CC=C1F)O